5-oxotetrahydrofuran-2-yl 3-methylbutanoate CC(CC(=O)OC1OC(CC1)=O)C